(4r,5s,7r,8r,9s,10r)-4-((3-chloro-2-hydroxybenzyl)amino)-7-(hydroxymethyl)-9-(4-(3,4,5-trifluorophenyl)-1H-1,2,3-triazol-1-yl)-1,6-dioxaspiro[4.5]decan-8,10-diol ClC=1C(=C(CN[C@@H]2CCO[C@]23O[C@@H]([C@@H]([C@@H]([C@H]3O)N3N=NC(=C3)C3=CC(=C(C(=C3)F)F)F)O)CO)C=CC1)O